4-((4-(ethoxymethyl)-4-phenethyl-piperidin-1-yl)methyl)benzonitrile C(C)OCC1(CCN(CC1)CC1=CC=C(C#N)C=C1)CCC1=CC=CC=C1